6,6'-(Ethane-1,2-diylbis(5-carbamoyl-7-fluoro-4-methoxy-1H-benzo[d]imidazole-1,2-diyl))bis(3-chlorobenzoic acid) C(CN1C(=NC2=C1C(=CC(=C2OC)C(N)=O)F)C2=CC=C(C=C2C(=O)O)Cl)N2C(=NC1=C2C(=CC(=C1OC)C(N)=O)F)C1=CC=C(C=C1C(=O)O)Cl